1-(6-(2-methyl-2H-pyrazolo[3,4-b]pyridin-5-yl)thieno[2,3-b]pyridin-2-yl)cyclopropanol CN1N=C2N=CC(=CC2=C1)C1=CC=C2C(=N1)SC(=C2)C2(CC2)O